5-bromo-2-(3-ethoxyazetidin-1-yl)-3-fluoropyridine BrC=1C=C(C(=NC1)N1CC(C1)OCC)F